C(#N)[C@@H]1[C@@H](C1)C(=O)NC1=C2C=CN(C2=CC=C1)C1=CC(=NC=C1)NC(=O)C1CC1 (1R,2S)-2-Cyano-N-(1-(2-(cyclopropancarboxamido)pyridin-4-yl)-1H-indol-4-yl)cyclopropan-1-carboxamid